C1NCC12CC(C2)N2C=CC1=C(C=CC=C21)N2C(NC(CC2)=O)=O 1-(1-(2-azaspiro[3.3]heptan-6-yl)-1H-indol-4-yl)dihydropyrimidine-2,4(1H,3H)-dione